FC(C1=C(C=CC(=C1)C(F)(F)F)C1=CC2=C(C=3C(=NC(=C(C3O)Cl)C)S2)C=C1)(F)F 7-(2,4-bis(trifluoromethyl)phenyl)-3-chloro-2-methylbenzo[4,5]thieno[2,3-b]pyridin-4-ol